C(CCCCCCCCCCCCCCCCCCCCCCCCCCCCC)(N)N triacontanediamine